N[C@H](C(=O)NN(C(C(F)Cl)=O)CCC(=O)N)CC1CCCCC1 3-(2-((S)-2-amino-3-cyclohexylpropanoyl)-1-(2-chloro-2-fluoroacetyl)hydrazinyl)propanamide